The molecule is a phosphorothioate oligonucleotide consisting of seven deoxyguanosine, seven deoxycytidine, three deoxyadenosine and four thymidine residues connected by 3'->5' phosphorothioate linkages in the sequence G-C-C-G-A-G-G-T-C-C-A-T-G-T-C-G-T-A-C-G-C. It has a role as an antigen and an antisense oligonucleotide. CC1=CN(C(=O)NC1=O)[C@H]2C[C@@H]([C@H](O2)COP(=S)(O)O[C@H]3C[C@@H](O[C@@H]3COP(=S)(O)O[C@H]4C[C@@H](O[C@@H]4COP(=S)(O)O[C@H]5C[C@@H](O[C@@H]5COP(=S)(O)O[C@H]6C[C@@H](O[C@@H]6COP(=S)(O)O[C@H]7C[C@@H](O[C@@H]7COP(=S)(O)O[C@H]8C[C@@H](O[C@@H]8COP(=S)(O)O[C@H]9C[C@@H](O[C@@H]9COP(=S)(O)O[C@H]1C[C@@H](O[C@@H]1COP(=O)(O[C@H]1C[C@@H](O[C@@H]1COP(=S)(O)O[C@H]1C[C@@H](O[C@@H]1COP(=S)(O)O[C@H]1C[C@@H](O[C@@H]1COP(=S)(O)O[C@H]1C[C@@H](O[C@@H]1COP(=S)(O)O[C@H]1C[C@@H](O[C@@H]1CO)N1C=NC2=C1N=C(NC2=O)N)N1C=CC(=NC1=O)N)N1C=CC(=NC1=O)N)N1C=NC2=C1N=C(NC2=O)N)N1C=NC2=C(N=CN=C21)N)S)N1C=NC2=C1N=C(NC2=O)N)N1C=NC2=C1N=C(NC2=O)N)N1C=C(C(=O)NC1=O)C)N1C=CC(=NC1=O)N)N1C=CC(=NC1=O)N)N1C=NC2=C(N=CN=C21)N)N1C=C(C(=O)NC1=O)C)N1C=NC2=C1N=C(NC2=O)N)OP(=S)(O)OC[C@@H]1[C@H](C[C@@H](O1)N1C=CC(=NC1=O)N)OP(=S)(O)OC[C@@H]1[C@H](C[C@@H](O1)N1C=NC2=C1N=C(NC2=O)N)OP(=S)(O)OC[C@@H]1[C@H](C[C@@H](O1)N1C=C(C(=O)NC1=O)C)OP(=S)(O)OC[C@@H]1[C@H](C[C@@H](O1)N1C=NC2=C(N=CN=C21)N)OP(=S)(O)OC[C@@H]1[C@H](C[C@@H](O1)N1C=CC(=NC1=O)N)OP(=S)(O)OC[C@@H]1[C@H](C[C@@H](O1)N1C=NC2=C1N=C(NC2=O)N)OP(=S)(O)OC[C@@H]1[C@H](C[C@@H](O1)N1C=CC(=NC1=O)N)O